4-Dimethylaminobenzophenone CN(C1=CC=C(C(=O)C2=CC=CC=C2)C=C1)C